N-(2-((1r,4r)-4-formylcyclohexyl)-6-methoxy-2H-indazol-5-yl)picolinamide C(=O)C1CCC(CC1)N1N=C2C=C(C(=CC2=C1)NC(C1=NC=CC=C1)=O)OC